rac-3-chloro-2-(2-fluorobenzyl)-6-((1R,2R)-2-hydroxycyclopropyl)-2,6-dihydro-7H-pyrazolo[3,4-d]pyridazin-7-one ClC=1N(N=C2C(N(N=CC21)[C@H]2[C@@H](C2)O)=O)CC2=C(C=CC=C2)F |r|